C(C)OC(C(CC)C1(C(=NNC1=O)C)NO)=O [4-(hydroxyamino)-3-methyl-5-oxo-4,5-dihydro-1H-pyrazol-4-yl]butanoic acid ethyl ester